C(CCC\C=C/CC)OC(CCC(=O)OCCCCNCCCCCCCCCOCCCCCCCC)OCCCC\C=C/CC 19-aza-9-oxatricosan-23-yl 4,4-bis{[(5Z)-oct-5-enyl]oxy}butyrate